Glycerin Triisostearate C(CCCCCCCCCCCCCCC(C)C)(=O)OCC(OC(CCCCCCCCCCCCCCC(C)C)=O)COC(CCCCCCCCCCCCCCC(C)C)=O